8-(2-chlorophenyl)-7-(4-chlorophenyl)-1,3-dihydropurine-2,6-dione ClC1=C(C=CC=C1)C1=NC=2NC(NC(C2N1C1=CC=C(C=C1)Cl)=O)=O